(S)-4-ethoxy-2-(3-(methylamino)pyrrolidin-1-yl)-N-(2-methylimidazo[1,2-a]pyridin-6-yl)pyrimidine-5-carboxamide formate C(=O)O.C(C)OC1=NC(=NC=C1C(=O)NC=1C=CC=2N(C1)C=C(N2)C)N2C[C@H](CC2)NC